fluorenedicarboxylate C=1(C(=CC=C2C3=CC=CC=C3CC12)C(=O)[O-])C(=O)[O-]